tert-Butyl (2S,4S)-2-(((3R,5R)-1-(cyclopropanecarbonyl)-5-((1,3-dioxoisoindolin-2-yl)methyl)pyrrolidin-3-yl)carbamoyl)-4-fluoropyrrolidine-1-carboxylate C1(CC1)C(=O)N1C[C@@H](C[C@@H]1CN1C(C2=CC=CC=C2C1=O)=O)NC(=O)[C@H]1N(C[C@H](C1)F)C(=O)OC(C)(C)C